4-methoxy-2-[3-(1,3,5-trimethylpyrazol-4-yl)pyrazolo[1,5-a]pyridin-5-yl]thiazole-5-carboxamide COC=1N=C(SC1C(=O)N)C1=CC=2N(C=C1)N=CC2C=2C(=NN(C2C)C)C